BrC1=C(C=C2C(C(=CN3C2=C1OCC3C)C(=O)O)=O)F 10-bromo-9-fluoro-3-methyl-7-oxo-3,7-dihydro-2H-[1,4]oxazino[2,3,4-ij]quinoline-6-carboxylic Acid